2,2'-bis-(2,3-difluoromethylphenyl)-4,4',5,5'-tetrakis-(3-methoxyphenyl)-biimidazole FCC1=C(C=CC=C1CF)C1(N=C(C(=N1)C1=CC(=CC=C1)OC)C1=CC(=CC=C1)OC)C1(N=C(C(=N1)C1=CC(=CC=C1)OC)C1=CC(=CC=C1)OC)C1=C(C(=CC=C1)CF)CF